O1COCC2=C1C=CC(=C2)C(N2CCC1(CCN(CC1)C(=O)OC(C)(C)C)CC2)C2=CC1=C(OCOC1)C=C2 tert-butyl 9-(bis(4H-benzo[d][1,3]dioxin-6-yl)methyl)-3,9-diazaspiro[5.5]undecane-3-carboxylate